C(=O)O.NC[C@H](C)NC(=O)C1=CC2=C(N3C(S2)=NC(=C3)C3=CC=C(C=C3)C(NC)=O)C=C1 (S)-N-(1-aminopropan-2-yl)-2-(4-(methylcarbamoyl)phenyl)benzo[d]imidazo[2,1-b]thiazole-7-carboxamide formate